4,6-O-(4-Methoxybenzylidene)-D-glucal COC1=CC=C(C=C1)C2OC[C@@H]3[C@@H](O2)[C@@H](C=CO3)O